(E,E)-3,7,11-Trimethyl-2,6,10-dodecatrienyl propionate C(CC)(=O)OC\C=C(\CC\C=C(\CCC=C(C)C)/C)/C